ClC=1C(=CC(=NC1)NC1=NC(=NC=C1)C1=C(N(N=C1)C)O)O[C@H](CCO)C 4-[4-[[5-chloro-4-[(1S)-3-hydroxy-1-methyl-propoxy]-2-pyridyl]amino]pyrimidin-2-yl]-2-methyl-pyrazol-3-ol